N1C(N=CC2=CC=CC=C12)C(=O)O.S(C#N)CSC=1SC2=C(N1)C=CC=C2 2-(Thiocyanomethylthio)benzothiazole quinazolin-2(1H)-carboxylate